O1C=2C(OCC1)=CSC2 dihydrothieno[3,4-b]-1,4-dioxin